(E)-3-(2-chlorophenyl)-1-(2,4-dimethoxyphenyl)prop-2-en-1-one ClC1=C(C=CC=C1)/C=C/C(=O)C1=C(C=C(C=C1)OC)OC